N-[4-(1-benzoylpiperidin-4-yl)butyl]thieno[2,3-c]pyridine-2-carboxamide C(C1=CC=CC=C1)(=O)N1CCC(CC1)CCCCNC(=O)C1=CC=2C(=CN=CC2)S1